O[C@H]1[C@@H](CC(CC1)=O)C |r| (+/-)-(trans)-4-Hydroxy-3-methylcyclohexanone